2-(4-methoxybenzyl)quinoline-2,6-diamine COC1=CC=C(CC2(NC3=CC=C(C=C3C=C2)N)N)C=C1